NCC=CCNC(OC(C)(C)C)=O tert-butyl (4-aminobut-2-en-1-yl)carbamate